3-(5-isopropoxypyridin-2-yl)-N-methyl-N-(3-methylpyridin-2-yl)-1,2,4-thiadiazol-5-amine C(C)(C)OC=1C=CC(=NC1)C1=NSC(=N1)N(C1=NC=CC=C1C)C